C(C)(C)(C)[C@@H]1CC=2C=C3C(=NC2CC1)SC(=N3)C(=O)N[C@H](CCN(C)C)C3=CC(=CC=C3)C(=O)N3CCNCC3 |r| rac-(7S)-7-tert-butyl-N-[rac-(1R)-3-(dimethylamino)-1-[3-(piperazine-1-carbonyl)phenyl]propyl]-5,6,7,8-tetrahydrothiazolo[5,4-b]quinoline-2-carboxamide